C1=CC=CC=CCCCCCC1 1,3,5-cyclododecatriene